1-bromo-4-fluoro-2,3-dihydrobenzo[b]thiophene BrS1C2=C(CC1)C(=CC=C2)F